BrC1=CC=CC(=N1)[C@H]1CN(CCO1)C(=O)OC(C)(C)C |r| racemic-tert-butyl 2-(6-bromo-2-pyridyl)morpholine-4-carboxylate